FC1=CC=C(C=C1)C1(CC(C1)(OC)OC)C#N 1-(4-fluorophenyl)-3,3-dimethoxy-cyclobutanecarbonitrile